1-(3-fluoro-2'-hydroxy-3'-(3-(piperazin-1-yl)isoxazol-5-yl)-[1,1'-biphenyl]-4-yl)pyrrolidin-2-one FC=1C=C(C=CC1N1C(CCC1)=O)C1=C(C(=CC=C1)C1=CC(=NO1)N1CCNCC1)O